CNC(=O)C1=CNC2=C1N=C(NC2=O)C N,2-dimethyl-4-oxo-3H,5H-pyrrolo[3,2-d]pyrimidine-7-carboxamide